C(C)(=O)OC1C(CCC(C1)C)C(C)C 5-methyl-2-(1-methylethyl)-cyclohexanol ethanoate